9-(3,4-Dimethoxyphenyl)-2-hydroxy-1H-phenalen-1-one COC=1C=C(C=CC1OC)C1=CC=C2C=CC=C3C=C(C(C1=C32)=O)O